1-(benzenesulfonyl)pyrrole-3-sulfonyl chloride C1(=CC=CC=C1)S(=O)(=O)N1C=C(C=C1)S(=O)(=O)Cl